N1(N=CC=C1)CC=1C=CC(=NC1OCC)C(=O)O 5-((1H-Pyrazol-1-yl)methyl)-6-ethoxypicolinic acid